ClC1=C(C=CC=C1)C(C1(CCCC1)O)=N 1-((2-chlorophenyl)(imino)methyl)cyclopentanol